FC1(CCN(CC1)C1=C(C=C(C=N1)C(=O)O)F)F 6-(4,4-Difluoropiperidin-1-yl)-5-fluoropyridine-3-carboxylic acid